C(C)(C)(C)OC(=O)N1C[C@H](CCC1)N(CC1=CC(=NC=C1)C)CC1=CN(C2=CC(=CC=C2C1=O)Br)C(C)C (3S)-3-({[7-bromo-4-oxo-1-(propan-2-yl)-1,4-dihydroquinolin-3-yl]methyl}[(2-methylpyridin-4-yl)methyl]amino)piperidine-1-carboxylic acid tert-butyl ester